[N+](#[C-])C1=CC=C(C=C1)S(=O)(=O)[O-].[Na+] sodium 4-isocyanobenzenesulfonate